6-(7-chloro-3-cyclohexyl-2-methyl-1,1-dioxido-5-phenyl-2,3,4,5-tetrahydrobenzo[f][1,2,5]thiadiazepin-8-yl)-1H-indazole-4-carboxylic acid ClC=1C(=CC2=C(N(CC(N(S2(=O)=O)C)C2CCCCC2)C2=CC=CC=C2)C1)C=1C=C(C=2C=NNC2C1)C(=O)O